BrC=1C=C(C=CC1)NC(NC1=CC=C(COC2=C(C(=O)N)C=CC=C2)C=C1)=O 2-(4-(3-(3-bromophenyl)ureido)benzyloxy)benzamide